1-(3,5-bis(trifluoromethyl)phenyl)-3-(3,5-bis(trifluoromethyl)phenyl)urea FC(C=1C=C(C=C(C1)C(F)(F)F)NC(=O)NC1=CC(=CC(=C1)C(F)(F)F)C(F)(F)F)(F)F